5-[cis-4-methyl-8-[(2-piperazin-1-yl-4-pyridyl)methyl]-3,4,6,7,9,9a-hexahydro-1H-pyrazino[1,2-a]pyrazin-2-yl]quinoline-8-carbonitrile C[C@@H]1CN(C[C@@H]2N1CCN(C2)CC2=CC(=NC=C2)N2CCNCC2)C2=C1C=CC=NC1=C(C=C2)C#N